C1=CN=C2N=CNC2=C1 deaza-purine